(3S)-3-AMINO-3-(4-FORMYL(2-PYRIDYL))PROPANENITRILE N[C@@H](CC#N)C1=NC=CC(=C1)C=O